Cl.F[C@@H]1CNCC1 (S)-(+)-3-fluoropyrrolidine-HCl